C(C)(C)(C)C1=C(O[Li])C(=CC(=C1)CN(C)C)C(C)(C)C [2,6-di-tert-butyl-4-(dimethylaminomethyl)phenoxy]-lithium